COC=1C=C(C=CC1)C1CC(N(CC1)C1=CC(=NN1)C1=CC=NC=C1)=O 4-(3-methoxyphenyl)-1-(3-(pyridin-4-yl)-1H-pyrazol-5-yl)piperidin-2-one